4-((1S,3S)-2-(tert-butoxycarbonyl)-6-methoxy-3-methyl-1,2,3,4-tetrahydroisoquinolin-1-yl)benzoic acid C(C)(C)(C)OC(=O)N1[C@H](C2=CC=C(C=C2C[C@@H]1C)OC)C1=CC=C(C(=O)O)C=C1